C(C)OC(=O)C=1N=C(SC1)NC1=NN(C=C1Br)C ((4-bromo-1-methyl-1H-pyrazol-3-yl)amino)thiazole-4-carboxylic acid ethyl ester